(2S,3S)-2,3-dihydroxy-5-oxohexanedioic acid O[C@H](C(=O)O)[C@H](CC(C(=O)O)=O)O